1-[5-bromo-2-[5-(2,2,2-trifluoroethoxy)pyrimidin-2-yl]-1,2,4-triazol-3-yl]ethanamine BrC=1N=C(N(N1)C1=NC=C(C=N1)OCC(F)(F)F)C(C)N